2-chlorotetrafluoropropionic acid ClC(C(=O)O)(C(F)(F)F)F